BrC1=C(C(=O)O)C=C(C(=C1)C(=O)O)Br 2,5-dibromo-terephthalic acid